pyridine-3-ylmethyl-4-(4-(thiophene-2-sulfonylamino)benzoyl)piperazine N1=CC(=CC=C1)CN1CCN(CC1)C(C1=CC=C(C=C1)NS(=O)(=O)C=1SC=CC1)=O